N-ethylformamidine C(C)NC=N